FC1=C(C=CC(=C1)F)C#CC1=CNC2=C1C=1N(C(=N2)N2CCC3([C@@H]([C@@H](OC3)C)N)CC2)C=CN1 (3S,4S)-8-(9-((2,4-difluorophenyl)ethynyl)-7H-imidazo[1,2-c]pyrrolo[3,2-e]pyrimidin-5-yl)-3-methyl-2-oxa-8-azaspiro[4.5]decan-4-amine